3-(4-(imidazo[1,2-b]pyridazin-3-yl)-1H-1,2,3-triazol-1-yl)-4-methyl-N-(3-(4-methyl-1H-imidazol-1-yl)-5-(trifluoromethyl)phenyl)benzamide N=1C=C(N2N=CC=CC21)C=2N=NN(C2)C=2C=C(C(=O)NC1=CC(=CC(=C1)C(F)(F)F)N1C=NC(=C1)C)C=CC2C